C(COCCOCCO)O.[K].[K].[K] tripotassium triethylene glycol